C(C1=CC=CC=C1)N1CC(N2C1=C(C(=CC2=O)CC2=CC=C(C=C2)C(C)(C)C)C2=CC(=CC=C2)C(F)(F)F)C(=O)O 1-benzyl-7-(4-(tert-butyl)benzyl)-5-oxo-8-(3-(trifluoromethyl)phenyl)-1,2,3,5-tetrahydroimidazo[1,2-a]pyridine-3-carboxylic acid